BrC1=NC(=CC=C1NC(=O)C1=C(C=NC(=C1)C(F)(F)F)NC1=C(C=C(C=C1)F)CCCNC(OC(C)(C)C)=O)OC tert-butyl (3-(2-((4-((2-bromo-6-methoxypyridin-3-yl)carbamoyl)-6-(trifluoromethyl)pyridin-3-yl)amino)-5-fluorophenyl)propyl)carbamate